C(C)C1=CC=C(C=N1)C1N(CC(CC1)C)C(C(=O)NC=1C=C(C(=NC1)NC(OC(C)(C)C)=O)C)=O tert-butyl N-[5-[[2-[2-(6-ethyl-3-pyridyl)-5-methyl-1-piperidyl]-2-oxo-acetyl]amino]-3-methyl-2-pyridyl]carbamate